3-(6-chloropyridin-2-yl)imidazo[1,2-a]pyrazine-6-carboxamide ClC1=CC=CC(=N1)C1=CN=C2N1C=C(N=C2)C(=O)N